4-ethyl-3-(4-methanesulfonylphenyl)-1-methyl-6-{4-[1-(propan-2-yl)piperidin-4-yl]phenyl}-1,2-dihydro-quinolin-2-one C(C)C1=C(C(N(C2=CC=C(C=C12)C1=CC=C(C=C1)C1CCN(CC1)C(C)C)C)=O)C1=CC=C(C=C1)S(=O)(=O)C